N-(3-amino-2,6-difluorophenyl)-2,2-difluoroacetamide NC=1C(=C(C(=CC1)F)NC(C(F)F)=O)F